NC1=C(C(=O)NC23CCC(CC2)(CC3)O)C=C(C=N1)C1=CC=C(C=C1)[C@@]13CN(C[C@H]3C1)C1CCOCC1 2-amino-N-(4-hydroxybicyclo-[2.2.2]oct-1-yl)-5-(4-((1r,5s)-3-(tetrahydro-2H-pyran-4-yl)-3-azabicyclo[3.1.0]hex-1-yl)phenyl)nicotinamide